tris(N-(naphthalen-1-yl)-N-phenylamino)triphenylamine C1(=CC=CC2=CC=CC=C12)N(C1=CC=CC=C1)C1=C(C(=C(C=C1)N(C1=CC=CC=C1)C1=CC=CC=C1)N(C1=CC=CC2=CC=CC=C12)C1=CC=CC=C1)N(C1=CC=CC2=CC=CC=C12)C1=CC=CC=C1